Cl.NCC(=O)C1=C(C=CC(=C1)Br)OC(F)(F)F 2-amino-1-(5-bromo-2-(trifluoromethoxy)phenyl)ethan-1-one HCl salt